tert-butyl 4-[2-(7-fluoro-2-methylindazol-5-yl)thieno[2,3-d][1,3]thiazol-5-yl]piperazine-1-carboxylate FC1=CC(=CC2=CN(N=C12)C)C=1SC2=C(N1)SC(=C2)N2CCN(CC2)C(=O)OC(C)(C)C